C1(=CC=CC=C1)C=1N=CC(=NC1C1=CC=CC=C1)N(CCCCOCC(=O)O)C(C)C {4-[(5,6-diphenylpyrazin-2-yl)-(propan-2-yl)amino]butoxy}acetic acid